6-[8-[[2-[(2S)-2-aminopropyl]-4,8-difluoro-6,7-dihydro-5H-cyclopenta[f]benzotriazol-6-yl]methyl]-2-oxo-1-oxa-3,8-diazaspiro[4.5]decan-3-yl]-4H-pyrazino[2,3-b][1,4]oxazin-3-one N[C@H](CN1N=C2C(=N1)C(=C1C(=C2F)CC(C1)CN1CCC2(CN(C(O2)=O)C2=NC3=C(OCC(N3)=O)N=C2)CC1)F)C